N=1N(N=CC1)C1CCN(CC1)C1=C(C=CC=C1C=1C=NC(=CC1)F)C#N 2-[4-(2H-1,2,3-triazol-2-yl)piperidin-1-yl]-3-(6-fluoropyridin-3-yl)-benzene-1-carbonitrile